NC1COC(OC1)C1=CC=CC=C1 5-amino-2-phenyl-1,3-dioxane